N-octylquinoline tribromide [Br-].[Br-].[Br-].C(CCCCCCC)N1CC=CC2=CC=CC=C12